C(CCCCCCCCCCCCCCCCCCCCCCCCCCCCCCCCCCCC)(=O)OCCCCCCCC\C=C\CCCCCCCC elaidyl heptatriacontanoate